(S)-2-(7-(3-(4-fluorobenzyl)ureido)dibenzo[b,d]thiophene-3-sulfonamido)-3-methyl-butanoic acid FC1=CC=C(CNC(NC2=CC3=C(C4=C(S3)C=C(C=C4)S(=O)(=O)N[C@H](C(=O)O)C(C)C)C=C2)=O)C=C1